CCCCCCCCCCCCCCCCCCC(=O)OC The molecule is a fatty acid methyl ester resulting from the formal condensation of the carboxy group of nonadecanoic acid with methanol. It derives from a nonadecanoic acid.